1-methyl-(4-bromo-propylphenyl)piperazine CN1C(CNCC1)C1=C(C=C(C=C1)Br)CCC